2-[2-(aminomethyl)-3,3-difluoro-allyl]-4-[6-[3-(dimethylamino)-4-fluoro-phenyl]-2-pyridyl]-1,2,4-triazol-3-one NCC(CN1N=CN(C1=O)C1=NC(=CC=C1)C1=CC(=C(C=C1)F)N(C)C)=C(F)F